3-azido-4,4-dimethyldihydrofuran-2(3H)-one N(=[N+]=[N-])C1C(OCC1(C)C)=O